N[C@@H]1[C@@H](OCC12CCN(CC2)C=2N=CC(=NC2)SC=2C(=C1C(N(C=NC1=CC2)CC2=CC(=CC=C2)OC)=O)Cl)C 6-((5-((3S,4S)-4-amino-3-methyl-2-oxa-8-azaspiro[4.5]decan-8-yl)pyrazin-2-yl)thio)-5-chloro-3-(3-methoxybenzyl)quinazolin-4(3H)-one